C(C1=CC=CC=C1)(C1=CC=CC=C1)C=1OC2=C(C1P(C1=CC3=CC=CC=C3C=C1)(C1=CC3=CC=CC=C3C=C1)=O)C=CC(=C2)OC (2-benzhydryl-6-methoxybenzofuran-3-yl)bis(naphthalen-2-yl)phosphine oxide